N=1N2C(=CC1C1C(CC1)C=1NC(C3=C(N1)N(N=C3C#N)C(C)C=3C=NC(=CC3)C(F)(F)F)=O)CCC2 6-(2-(5,6-dihydro-4H-pyrrolo[1,2-b]pyrazol-2-yl)cyclobutyl)-4-oxo-1-(1-(6-(trifluoromethyl)-pyridin-3-yl)ethyl)-4,5-dihydro-1H-pyrazolo[3,4-d]pyrimidine-3-carbonitrile